diazabicyclo[3.3.0]octane C1CC2CCNN2C1